C(C)C1=C(N)C=CC(=C1)F 2-ethyl-4-fluoroaniline